FC1=CC=C(C=N1)C=1C=CC2=C(C3=C(C(N(C2)C)=O)N=C(C=C3)C)C1 10-(6-Fluoro-pyridin-3-yl)-3,6-dimethyl-6,7-dihydro-4,6-diaza-dibenzo[a,c]cyclohepten-5-one